4-(6-methylpyridin-2-yl)thiazol-2-amine CC1=CC=CC(=N1)C=1N=C(SC1)N